4-((4-Cyanocyclohexyl)amino)-N-(4-(4-methylpiperazin-1-yl)phenyl)-2-oxo-1,2-dihydropyridine-3-carboxamide C(#N)C1CCC(CC1)NC1=C(C(NC=C1)=O)C(=O)NC1=CC=C(C=C1)N1CCN(CC1)C